2-AMINO-5-(TRIFLUOROMETHOXY)BENZALDEHYDE NC1=C(C=O)C=C(C=C1)OC(F)(F)F